(1-(2,6-dichlorophenyl)-5-(2,8-diazaspiro[4.5]decan-8-yl)-1H-indol-4-yl)methanol ClC1=C(C(=CC=C1)Cl)N1C=CC2=C(C(=CC=C12)N1CCC2(CCNC2)CC1)CO